(2S,3R,4S,5S)-3,4,5-tris(benzyloxy)-2-methoxy-6-methylenetetrahydro-2H-pyran C(C1=CC=CC=C1)O[C@H]1[C@H](OC([C@H]([C@@H]1OCC1=CC=CC=C1)OCC1=CC=CC=C1)=C)OC